1,12-diaminononadecane NCCCCCCCCCCCC(CCCCCCC)N